tert-butyl (3S,4S)-3-fluoro-4-(1-(4-fluoro-3-methylbenzyl)cyclopropane-1-carboxamido)piperidine-1-carboxylate F[C@H]1CN(CC[C@@H]1NC(=O)C1(CC1)CC1=CC(=C(C=C1)F)C)C(=O)OC(C)(C)C